C1(CCC1)CNCC=1NC2=CC(=CC=C2C1)CN1C(C2=CN=CC(=C2C=C1)N1[C@H]2CO[C@@H](C1)C2)=O 2-[[2-[(cyclobutylmethylamino)methyl]-1H-indol-6-yl]methyl]-5-[(1R,4R)-2-oxa-5-azabicyclo[2.2.1]heptan-5-yl]-2,7-naphthyridin-1-one